[3-Cyclobutyl-5-[(E)-[(1,1-dioxo-1,2-benzothiazol-3-yl)-methyl-hydrazono]methyl]-2-oxo-benzimidazol-1-yl]methyl N,N-dimethylcarbamat CN(C(OCN1C(N(C2=C1C=CC(=C2)/C=N/N(C)C2=NS(C1=C2C=CC=C1)(=O)=O)C1CCC1)=O)=O)C